OC1C(CSC1)C1=C(C(N(N=C1C1=CC=C(C=C1)C(F)(F)F)C=1C=NC=CC1)=O)C(=O)N (-)-N-cis-4-hydroxytetrahydro-thiophen-3-yl-3-oxo-2-(pyridin-3-yl)-6-[4-(trifluoromethyl)phenyl]-2,3-dihydropyridazine-4-carboxamide